[I-].OC(C(CCCCCCCC)N1C=[N+](C=C1)CC1=CC=C(C=C1)C=C)CCCCCCCC(=O)OC 1-(10-hydroxy-18-methoxy-18-oxo-octadecan-9-yl)-3-(4-vinylbenzyl)-1H-imidazolium iodide